FC(OC1=C(C=CC(=C1)C(C(F)(F)F)(C(F)(F)F)F)NC(C1=C(C(=CC=C1)[N+](=O)[O-])F)=O)F N-[2-Difluoromethoxy-4-(1,1,1,2,3,3,3-heptafluoropropan-2-yl)phenyl]-2-fluoro-3-nitrobenzamide